ClC1=CC(=NC=N1)NC1=C(C=CC=C1)S(=O)(=O)C 6-chloro-N-(2-(methylsulfonyl)phenyl)pyrimidin-4-amine